methyl alpha-chloro-acrylate ClC(C(=O)OC)=C